C(C)OC=1C=C(C=CC1)N=NC(=O)N=NC1=CC=CC=C1 3-ethoxycarbonyldiazobenzene